(Z)-4-hydroxy-4-(isothiazol-5-yl)-2-oxobut-3-enoate O\C(=C/C(C(=O)[O-])=O)\C1=CC=NS1